C(C)(C)(C)OCC=[N+]=[N-] t-butoxymethyl-diazomethane